methyl 4-fluoro-2-methyl-3-(trifluoromethyl)-benzoate FC1=C(C(=C(C(=O)OC)C=C1)C)C(F)(F)F